5-methyl-3-(1-phenylvinyl)-1H-pyrazolo[3,4-d]pyrimidin-4(5H)-one CN1C=NC2=C(C1=O)C(=NN2)C(=C)C2=CC=CC=C2